FC1(CCC(CC1)[C@H](NC(=O)C1=CC=NN1CC)C=1N=C2N(N=C(C(=N2)CC)C[C@@H]2C(NC[C@@H](C2)C(F)(F)F)=O)C1)F N-((1S)-(4,4-difluorocyclohexyl)(3-ethyl-2-(((3R,5R)-2-oxo-5-(trifluoromethyl)piperidin-3-yl)methyl)imidazo[1,2-b][1,2,4]triazin-6-yl)methyl)-1-ethyl-1H-pyrazole-5-carboxamide